CC1(C(=CC(C(C1)C)C)C)C#N 1,2,4,5-tetramethylcyclohexenecarbonitrile